FC=1C(=CC=2C3=C(NC(C2C1)=O)COCC3N(C(C3=CC(=C(C=C3)OC(F)F)F)=O)C)F N-(8,9-difluoro-6-oxo-1,4,5,6-tetrahydro-2H-pyrano[3,4-c]isoquinolin-1-yl)-4-(difluoromethoxy)-3-fluoro-N-methylbenzamide